N-(4-cyano-2,6-difluoro-phenyl)-5-(2-pyridyl)-1H-pyrrole-3-sulfonamide C(#N)C1=CC(=C(C(=C1)F)NS(=O)(=O)C1=CNC(=C1)C1=NC=CC=C1)F